N(=[N+]=[N-])CCCCN 4-azido-1-butylamine